8-((4-(tert-butoxy)-4-oxobutyl) (2-hydroxy-6-oxo-6-(undecyloxy) hexyl) amino)-7-hydroxyheptadec-9-yl octanoate C(CCCCCCC)(=O)OC(C(C(CCCCCC)O)N(CC(CCCC(OCCCCCCCCCCC)=O)O)CCCC(=O)OC(C)(C)C)CCCCCCCC